COC(=O)C=1C=2C=3N(C(=NC2C=CC1)Cl)N=C(N3)C3=CC=C(C=C3)OC 5-Chloro-2-(4-methoxyphenyl)[1,2,4]triazolo[1,5-c]quinazoline-10-carboxylic acid methyl ester